2-({2-[4-(2-hydroxy-2-methylpropoxy)pyridin-2-yl]-5H,6H,7H-cyclopenta[d]pyrimidin-4-yl}(methyl)amino)-N-(2-methoxypyrimidin-5-yl)acetamide OC(COC1=CC(=NC=C1)C=1N=C(C2=C(N1)CCC2)N(CC(=O)NC=2C=NC(=NC2)OC)C)(C)C